C1(CCCC2=CC=CC=C12)NS(=O)(=O)C1=CC=CC=C1 N-(1,2,3,4-tetrahydro-1-naphthyl)benzenesulfonamide